5-(8-(1-(3,3,3-trifluoropropanoyl)-1,6-diazaspiro[3.4]octan-6-yl)imidazo[1,2-b]pyridazin-6-yl)pyrimidine-2,4(1H,3H)-dione FC(CC(=O)N1CCC12CN(CC2)C=2C=1N(N=C(C2)C=2C(NC(NC2)=O)=O)C=CN1)(F)F